diindolopyrazinedione C1(C(C=CC=2C1=NC1=NC=3C(=NC12)N=C1C=CC=CC13)=O)=O